(9E,10E)-2,7-bis((3,5-dimethylpiperidin-1-yl)sulfonyl)anthracene-9,10-dione dioxime CC1CN(CC(C1)C)S(=O)(=O)C1=CC=2C(C3=CC(=CC=C3C(C2C=C1)=NO)S(=O)(=O)N1CC(CC(C1)C)C)=NO